1-cyano-N-(5-cyclohexylpyridin-2-yl)pyrrolidine-3-carboxamide dimethyl-3,3'-dithiodipropionate COC(CCSSCCC(=O)OC)=O.C(#N)N1CC(CC1)C(=O)NC1=NC=C(C=C1)C1CCCCC1